2-({[5-(3-Chlorophenyl)-1,3,4-oxadiazol-2-yl]methyl}sulfanyl)-6-(trifluoromethyl)pyrimidin-4-amin ClC=1C=C(C=CC1)C1=NN=C(O1)CSC1=NC(=CC(=N1)N)C(F)(F)F